(1R)-N-(7-chloro-6-(1-((S)-3,4,4-trimethyltetrahydrofuran-3-yl)piperidin-4-yl)isoquinolin-3-yl)-6-oxaspiro[2.5]octane-1-carboxamide ClC1=C(C=C2C=C(N=CC2=C1)NC(=O)[C@@H]1CC12CCOCC2)C2CCN(CC2)[C@@]2(COCC2(C)C)C